[(2S)-1-cyano-2-[[(2S)-2-[(4-methoxy-1H-indole-2-carbonyl) amino]-4-methyl-pentanoyl] amino]-3-[(3S)-2-oxopyrrolidin-3-yl] propyl] N-isopropylcarbamate C(C)(C)NC(OC([C@H](C[C@H]1C(NCC1)=O)NC([C@H](CC(C)C)NC(=O)C=1NC2=CC=CC(=C2C1)OC)=O)C#N)=O